[F-].C(C=C)(=O)OCCC[N+](CC)(CC)CC1=CC=CC=C1 acryloyloxypropylbenzyl-diethylammonium fluoride